BrC1=C(N=CN1COCC[Si](C)(C)C)C 5-bromo-4-methyl-1-((2-(trimethylsilyl)ethoxy)methyl)-1H-imidazole